FC=1C(=C(N)C=C(C1)F)C 3,5-difluoro-2-methylaniline